(E)-N'-cyano-N-((1,2,3,5,6,7-hexahydro-s-indacen-4-yl)carbamoyl)-2-((R)-2-methyl-1-(methylsulfonyl)pyrrolidin-2-yl)ethene-1-sulfonimidamide C(#N)N=S(=O)(NC(NC1=C2CCCC2=CC=2CCCC12)=O)\C=C\[C@@]1(N(CCC1)S(=O)(=O)C)C